8-benzyl-2-(3-methoxybenzyl)-6-phenylimidazo[1,2-a]pyrazin-3(7H)-one C(C1=CC=CC=C1)C1=C2N(C=C(N1)C1=CC=CC=C1)C(C(=N2)CC2=CC(=CC=C2)OC)=O